Cl.C(C1=CC=CC=C1)N(CC)C1C2=C(N(N=C2CCC1)C1=NC=CC=C1)O (benzylethylamino)-2-pyridin-2-yl-4,5,6,7-tetrahydro-2H-indazol-3-ol hydrochloride